NC1=NC(=C(C=C1C=1C=C2CCNC(C2=CC1)=O)C1=CC=C(C=C1)N1CCN(CC1)CC(F)F)F 6-(2-amino-5-(4-(4-(2,2-difluoroethyl)piperazin-1-yl)phenyl)-6-fluoropyridin-3-yl)-3,4-dihydroisoquinolin-1(2H)-one